(1R,3S)-3-{5-[3-(3-formyl-4-hydroxyphenyl)propan-amido]-2H-pyrazol-3-yl}cyclopentyl N-isopropylcarbamate C(C)(C)NC(O[C@H]1C[C@H](CC1)C=1NN=C(C1)NC(CCC1=CC(=C(C=C1)O)C=O)=O)=O